(1R)-1-(3-(2-cyclopropyl-1,1-difluoro-2-((triethylsilyl)oxy)propyl)-2-fluorophenyl)ethan-1-amine C1(CC1)C(C(F)(F)C=1C(=C(C=CC1)[C@@H](C)N)F)(C)O[Si](CC)(CC)CC